1-(2-phenylquinolin-6-yl)urea C1(=CC=CC=C1)C1=NC2=CC=C(C=C2C=C1)NC(=O)N